FC=1C=C(C=CC1)C=1C=C2C(=NC1)N(C(N2CC2=NC=CC=N2)=O)C 6-(3-fluorophenyl)-3-methyl-1-(pyrimidin-2-ylmethyl)imidazo[4,5-b]pyridin-2-one